7-(1-(tert-Butoxycarbonyl)piperidin-2-yl)-5-phenylpyrazolo[1,5-a]pyrimidine-2-carboxylic acid C(C)(C)(C)OC(=O)N1C(CCCC1)C1=CC(=NC=2N1N=C(C2)C(=O)O)C2=CC=CC=C2